CN1N=C2C(=CC(=CC2=C1)C=1N=CC2=C(N1)SC(=N2)N(C2CCNCC2)C)C#N 2-methyl-5-{2-[methyl-(piperidin-4-yl)amino][1,3]thiazolo[5,4-d]pyrimidin-5-yl}-2H-indazole-7-carbonitrile